ClC1=C(C(=CC2=CC=CC=C12)C#N)I 4-chloro-3-iodo-2-naphthonitrile